2,3-dihydroxyhexa-1,5-diene OC(=C)C(CC=C)O